BrCCCCCCCC(=O)OC(CCCCCCCCOCC1=CC=CC=C1)CCCCCCCC 9-(benzyloxy)-1-octylnonyl 8-bromooctanoate